[Br-].ClC=1C=CC(=NC1)[Zn+] (5-chloropyridin-2-yl)zinc(II) bromide